CC(C)(COP(=O)([O-])OP(=O)([O-])OC[C@@H]1[C@H]([C@H]([C@@H](O1)N2C=NC3=C(N=CN=C32)N)O)OP(=O)([O-])[O-])[C@H](C(=O)NCCC(=O)NCCSC(=O)C4=CC=C(S4)[O-])O The molecule is pentaanion of 5-hydroxythiophene-2-carbonyl-CoA arising from deprotonation of phosphate and diphosphate functions as well as the hydroxythiophene moiety. It is a conjugate base of a 5-hydroxythiophene-2-carbonyl-CoA.